COC=1C=C2C(=NC(=NC2=CC1OC)N1CCN(CC1)C1=NC=NC(=C1)N1CCN(CC1)C)N 6,7-dimethoxy-2-{4-[6-(4-methylpiperazin-1-yl)pyrimidin-4-yl]piperazin-1-yl}quinazolin-4-amine